lanthanum tris(N,N'-diisopropylformamide) C(C)(C)N(C=O)C(C)C.C(C)(C)N(C=O)C(C)C.C(C)(C)N(C=O)C(C)C.[La]